1,3-bis(4-nitrophenylmethyl)thiourea [N+](=O)([O-])C1=CC=C(C=C1)CNC(=S)NCC1=CC=C(C=C1)[N+](=O)[O-]